4-(4-(4-(4-bromobutoxy)-3-fluorophenyl)piperidin-1-yl)-2-(trifluoromethyl)-benzonitrile BrCCCCOC1=C(C=C(C=C1)C1CCN(CC1)C1=CC(=C(C#N)C=C1)C(F)(F)F)F